2-methyl-2-(3-methyl-1H-indazol-1-yl)-N-(1-(pyrrolidin-1-ylmethyl)cyclopropyl)propanamide CC(C(=O)NC1(CC1)CN1CCCC1)(C)N1N=C(C2=CC=CC=C12)C